6-Cyclopropyl-N-[(2-ethoxy-4,5-difluorophenyl)sulfonyl]-4-fluorobenzofuran-2-carboxamide C1(CC1)C1=CC2=C(C=C(O2)C(=O)NS(=O)(=O)C2=C(C=C(C(=C2)F)F)OCC)C(=C1)F